BrC=1C(=C(N(N1)C)N1CCC(CC1)N(C=1C=NC(=CC1)OC(F)F)C=1C=NC=CC1OC)[N+](=O)[O-] N-[1-(5-bromo-2-methyl-4-nitro-pyrazol-3-yl)-4-piperidyl]-6-(difluoromethoxy)-N-(4-methoxy-3-pyridyl)pyridin-3-amine